Dimethylsilanediyl-(3-(4-tert-butylphenyl)-1H-inden-1-yl)(2-methyl-4-(4-tert-butylphenyl)-1H-inden-1-yl)zirconium dichloride [Cl-].[Cl-].C[Si](=[Zr+2](C1C(=CC2=C(C=CC=C12)C1=CC=C(C=C1)C(C)(C)C)C)C1C=C(C2=CC=CC=C12)C1=CC=C(C=C1)C(C)(C)C)C